3-(4-(4-amino-3-(4-(4-methoxyphenoxy)phenyl)-1H-pyrazolo[3,4-d]pyrimidin-1-yl)piperidin-1-yl)azetidine-1-carboxylic acid tert-butyl ester C(C)(C)(C)OC(=O)N1CC(C1)N1CCC(CC1)N1N=C(C=2C1=NC=NC2N)C2=CC=C(C=C2)OC2=CC=C(C=C2)OC